C1(CCCCC1)P(C1=C(C=C(C=C1)OC)OC)C1CCCCC1 dicyclohexyl(2,4-dimethoxyphenyl)phosphine